2-[4-[(E)-3-(4-Chloro-2-hydroxyphenyl)-3-oxoprop-1-enyl]phenoxy]-2-methylpropanoic acid ClC1=CC(=C(C=C1)C(/C=C/C1=CC=C(OC(C(=O)O)(C)C)C=C1)=O)O